OC1=C(C=CC(=C1)OC)C(C=CC=1C=C(C=CC1)C1=CC(=CC=C1)C=O)=O 3'-[3-(2-Hydroxy-4-methoxyphenyl)-3-oxo-1-propenyl]biphenyl-3-carbaldehyde